[Br].C(CCCCCCC)N1C=CC=C1 1-octyl-pyrrole bromine salt